2-[7-(4-triflylbenzyl)-2,7-diazaspiro[3.5]nonane-2-carbonyl]-8-oxa-2,5-diazaspiro[3.5]nonan-6-one S(=O)(=O)(C(F)(F)F)C1=CC=C(CN2CCC3(CN(C3)C(=O)N3CC4(C3)NC(COC4)=O)CC2)C=C1